CN1C(=NC=2C1=NC=CC2)C2=C(C=C(C(=C2C2=NC=1C(=NC=CC1)N2C)C2=NC=1C(=NC=CC1)N2C)C2=CC(=CC=C2)N2C1=CC=CC=C1N(C=1C=CC=CC21)C)C2=CC(=CC=C2)N2C1=CC=CC=C1N(C=1C=CC=CC21)C 10,10'-(4',5',6'-tris(3-methyl-3H-imidazo[4,5-b]pyridin-2-yl)-[1,1':3',1''-terphenyl]-3,3''-diyl)bis(5-methyl-5,10-dihydrophenazine)